COC1=NC=CC(=C1)C=1C=CC=C2[C@@H](COCC12)CN(C(OC(C)(C)C)=O)C (R,S)-tert-butyl ((8-(2-methoxypyridin-4-yl)isochroman-4-yl)methyl)(methyl)carbamate